ClC1=NC=C(C(=N1)NCC1=C(C=CC=C1)C#N)C(=O)N 2-chloro-4-[(2-cyanobenzyl)amino]pyrimidin-5-carboxamide